CN1N=C2C(=CC(=CC2=C1)C1=CC2=C(N=C(S2)C=2CCNCC2)C(=C1)OC)C 6-(2,7-Dimethyl-2H-indazol-5-yl)-4-methoxy-2-(1,2,3,6-tetrahydropyridin-4-yl)-1,3-benzothiazol